Ethoxysorbitol C(C)OC(O)[C@H](O)[C@@H](O)[C@H](O)[C@H](O)CO